ClC1=NC(=CC=C1S(=O)(=O)NC1=NC=NC=C1)O[C@@H]1[C@H](C[C@H](CC1)C1=CC(=CC=C1)C(F)(F)F)N(C)C |r| 2-chloro-N-pyrimidin-4-yl-6-[rac-(1S,2S,4S)-2-(dimethyl-amino)-4-[3-(trifluoromethyl)-phenyl]cyclohexoxy]pyridine-3-sulfonamide